(1S,4R)-4-((1H-indol-3-yl)methyl)-1-((S)-sec-butyl)-8-chloro-1,2-dihydro-6H-pyrazino[2,1-b]quinazoline-3,6(4H)-dione N1C=C(C2=CC=CC=C12)C[C@@H]1C(N[C@H](C2=NC3=CC=C(C=C3C(N21)=O)Cl)[C@@H](C)CC)=O